C(C1=CC=CC=C1)(=O)OC(CC)C(C(CC)OC(C1=CC=CC=C1)=O)(CC)C 4-methyl-4-ethyl-3,5-heptanediol Dibenzoate